(S)-5-amino-4-(5-(6-amino-3-cyano-5-cyclopropylpyridin-2-yl)-1-oxoisoindolin-2-yl)-5-oxopentanoic acid tert-butyl ester C(C)(C)(C)OC(CC[C@@H](C(=O)N)N1C(C2=CC=C(C=C2C1)C1=NC(=C(C=C1C#N)C1CC1)N)=O)=O